C(C1=CC=CC=C1)C1(OCC2OC2CO1)CC1=CC=CC=C1 4,4-dibenzyl-3,5,8-trioxabicyclo[5.1.0]octane